C(CC\C=C/CCCCCC)=O (Z)-4-Undecenal